(1-benzimidazol-2-yl)-6-chlorophenol N1=C(NC2=C1C=CC=C2)C2(CC=CC=C2Cl)O